N-(3-{6-[(3R)-Hydroxybut-1-yn-1-yl]-5-(morpholin-4-yl)pyridin-3-yl}-4-methylphenyl)-2-(trifluoromethyl)pyridine-4-carboxamide OCCC#CC1=C(C=C(C=N1)C=1C=C(C=CC1C)NC(=O)C1=CC(=NC=C1)C(F)(F)F)N1CCOCC1